(S)-(-)-4-((5-(3-Hydroxy-3-methyl-2-oxoindolin-1-yl)pyridin-3-yl)methyl)phthalazin-1(2H)-one 4-methyl-benzenesulfonate CC1=CC=C(C=C1)S(=O)(=O)O.O[C@@]1(C(N(C2=CC=CC=C12)C=1C=C(C=NC1)CC1=NNC(C2=CC=CC=C12)=O)=O)C